Ethyl (2RS)-2-[4-Chloro-6-[4-(4-hydroxy-1-piperidyl)phenyl]-1-oxo-isoindolin-2-yl]-2-(6,7-dihydro-5H-pyrrolo[1,2-c]imidazol-1-yl)acetate ClC1=C2CN(C(C2=CC(=C1)C1=CC=C(C=C1)N1CCC(CC1)O)=O)[C@@H](C(=O)OCC)C1=C2N(C=N1)CCC2 |r|